(S)-N-(3-(2-((1-hydroxy-2-methylpropan-2-yl)oxy)-6-morpholinopyridin-4-yl)-4-methylphenyl)-3-(2,2,2-trifluoroethyl)pyrrolidine-1-carboxamide OCC(C)(C)OC1=NC(=CC(=C1)C=1C=C(C=CC1C)NC(=O)N1C[C@@H](CC1)CC(F)(F)F)N1CCOCC1